2-(3,5-Difluorophenyl)acetic acid FC=1C=C(C=C(C1)F)CC(=O)O